CC(=CC(=O)SCCNC(CCNC([C@@H](C(COP(OP(OC[C@@H]1[C@H]([C@H]([C@@H](O1)N1C=NC=2C(N)=NC=NC12)O)OP(=O)(O)O)(=O)O)(=O)O)(C)C)O)=O)=O)C 3-Methylcrotonyl-Coa